C[NH+](CC[NH3+])C N1,N1-dimethylethane-1,2-diaminium